FC1=C(N=CC2=C1N=C(N=C2N2C[C@@H]([C@@H](CC2)C(=O)OC2=CC(=C(C=C2)F)F)O)OCC21CCCN1CCC2)C2=CC=CC1=CC=CC(=C21)F 3,4-difluorophenyl (3R,4R)-1-(8-fluoro-7-(8-fluoronaphthalen-1-yl)-2-((tetrahydro-1H-pyrrolizin-7a(5H)-yl)methoxy)pyrido[4,3-d]pyrimidin-4-yl)-3-hydroxypiperidine-4-carboxylate